N1CC(CCC1)CCCO 3-(piperidin-3-yl)propan-1-ol